C(C)(=O)C1=CC(=C2C=C(C=CN12)OC)C(=O)NC1=C(C(=CC(=C1)CO)C=1C=NN(C1)C)C 3-acetyl-N-(5-(hydroxymethyl)-2-methyl-3-(1-methyl-1H-pyrazol-4-yl)phenyl)-7-methoxyindolizine-1-carboxamide